3-((3-phenylpropanamido)methyl)-4,5-dihydroisoxazole-5-carboxamide C1(=CC=CC=C1)CCC(=O)NCC1=NOC(C1)C(=O)N